(3S,6S,9aR)-3,6-diisobutyl-2-(4-methylpentanoyl)-8-phenethylhexahydro-4H-pyrazino[1,2-a]pyrazine-4,7(6H)-dione C(C(C)C)[C@@H]1N(C[C@@H]2N(C1=O)[C@H](C(N(C2)CCC2=CC=CC=C2)=O)CC(C)C)C(CCC(C)C)=O